Tert-butyl (((tert-butoxycarbonyl)amino)(3-((4-decylphenyl)carbamoyl)prop-1-yl)methylene)carbamate C(C)(C)(C)OC(=O)NC(CCCC(NC1=CC=C(C=C1)CCCCCCCCCC)=O)=NC(OC(C)(C)C)=O